FC(S(=O)(=O)C=1C=CC(=NC1)CC1CC2(CNC2)C1)(F)F 6-[[5-(trifluoromethylsulfonyl)-2-pyridyl]methyl]-2-azaspiro[3.3]heptane